N[C@@H](C(C)C)C(=O)N([C@@H](C(C)C)C(=O)[O-])C([C@@H](N)C(C)C)=O di-valinylvalinat